N-[2-Fluoro-4-[2-[[(3S,5S)-5-fluoro-3-piperidyl]amino]-8-isopropyl-7-oxo-pteridin-6-yl]phenyl]benzenesulfonamide FC1=C(C=CC(=C1)C1=NC=2C=NC(=NC2N(C1=O)C(C)C)N[C@@H]1CNC[C@H](C1)F)NS(=O)(=O)C1=CC=CC=C1